N1N=CC2=CC(=CC=C12)NC1=NC(=NC=C1)C=1C=C2C(=CNC2=CC1)C(=O)NC1=CN=NC=C1 5-(4-((1H-indazol-5-yl)amino)pyrimidin-2-yl)-N-(pyridazin-4-yl)-1H-indole-3-carboxamide